FC1=C2C=CN(C2=CC=C1[N+](=O)[O-])C(C)=O 1-(4-fluoro-5-nitroindol-1-yl)ethanone